N1N=NN=C1C[C@H]1C[C@H](N(C1)C=1C2=C(N=C(N1)C)C1=C(O2)C=CC=C1)C(=O)O (2S,4R)-4-((1H-tetrazol-5-yl)methyl)-1-(2-methylbenzofuro[3,2-d]pyrimidin-4-yl)pyrrolidine-2-carboxylic acid